C1=C(C=CC2=CC=CC=C12)C1(CC=C(C=C1)N(C1=CC=C(C=C1)N(C1=CC=CC=C1)C1=CC2=CC=CC=C2C=C1)C1=CC=C(C=C1)N(C1=CC=CC=C1)C1=CC2=CC=CC=C2C=C1)NC1=CC=CC=C1 1-(naphthalen-2-yl)-N4,N4-bis(4-(naphthalen-2-yl(phenyl)amino)phenyl)-N1-phenylbenzene-1,4-diamine